CC1(C(C=CC2=CC=CC=C12)CC1=CC=CC=C1)O α-methylbenzylnaphthol